BrC1=CC=C(C(=N1)C1=CCC(CC1)(C)C)NC(=O)C=1N(C(=CN1)C#N)COCC[Si](C)(C)C N-[6-bromo-2-(4,4-dimethylcyclohexen-1-yl)-3-pyridyl]-5-cyano-1-(2-trimethylsilylethoxymethyl)imidazole-2-carboxamide